C1CC12NCCN(C2)C2=CC(=NC=N2)C#N 6-(4,7-diazaspiro[2.5]oct-7-yl)pyrimidine-4-carbonitrile